NC=1C2=C(N=CN1)N(C=C2C2=CC=C(C=1N2C=CN1)NC(=O)NC1=CC(=C(C=C1)CN1CCN(CC1)CC)C(F)(F)F)C1CC1 1-(5-(4-AMINO-7-CYCLOPROPYL-7H-PYRROLO[2,3-D]PYRIMIDIN-5-YL)IMIDAZO[1,2-A]PYRIDIN-8-YL)-3-(4-((4-ETHYLPIPERAZIN-1-YL)METHYL)-3-(TRIFLUOROMETHYL)PHENYL)UREA